ClC=1C(=NC(=NC1)N[C@@H]1C[C@H]2CO[C@@H]([C@H]1O)O2)C=2C=C1C(=C(C=NC1=C(C2)F)C(C)(C)O)C(C)C (1S,3R,4S,5R)-3-((5-chloro-4-(8-fluoro-3-(2-hydroxypropan-2-yl)-4-isopropylquinolin-6-yl)pyrimidin-2-yl)amino)-6,8-dioxabicyclo[3.2.1]octan-4-ol